FC1=C(CO)C(=CC(=C1F)F)F 2,3,4,6-tetrafluorobenzyl alcohol